5-[1-isopropyl-7-[[(3R)-tetrahydrofuran-3-yl]amino]pyrazolo[4,3-b]pyridin-5-yl]-6-methoxy-pyridine-3-carbonitrile C(C)(C)N1N=CC2=NC(=CC(=C21)N[C@H]2COCC2)C=2C=C(C=NC2OC)C#N